5-hexenyl-ethyl-dichlorosilane C(CCCC=C)[Si](Cl)(Cl)CC